[Si](C1=CC=CC=C1)(C1=CC=CC=C1)(C(C)(C)C)O[C@@H]1[C@H]2[C@@H](N([C@@H](C1)C2)C(=O)C2CC2)C#C ((1R,3R,4R,5S)-5-((tert-butyldiphenylsilyl)oxy)-3-ethynyl-2-azabicyclo[2.2.1]heptan-2-yl)(cyclopropyl)methanone